5-[2-(dimethylamino)-8-(morpholin-4-yl)-[1,2,4]triazolo[1,5-a]pyridin-6-yl]-2-fluoro-4-methylbenzamide CN(C1=NN2C(C(=CC(=C2)C=2C(=CC(=C(C(=O)N)C2)F)C)N2CCOCC2)=N1)C